2-(2-chlorophenyl)-N-[4-(2-methylpyrimidin-5-yl)-3-sulfamoylphenyl]acetamide Tert-butyl-(1-(methylsulfonyl)piperidin-3-yl)methylcarbamate C(C)(C)(C)N(C(O)=O)CC1CN(CCC1)S(=O)(=O)C.ClC1=C(C=CC=C1)CC(=O)NC1=CC(=C(C=C1)C=1C=NC(=NC1)C)S(N)(=O)=O